CC1=CC(=CC(=N1)CCC(=O)[O-])C=C.[Li+] lithium 3-(6-methyl-4-vinylpyridin-2-yl)propanoate